(1R,2R)-1-((2R,3R,4S,6R)-3-acetamido-4-acetoxy-6-((6-((tert-butoxycarbonyl)amino)hexyl)oxy)-6-(methoxycarbonyl)tetrahydro-2H-pyran-2-yl)-3-(3-chlorobenzamido)propane-1,2-diyl diacetate C(C)(=O)O[C@H]([C@@H](CNC(C1=CC(=CC=C1)Cl)=O)OC(C)=O)[C@@H]1O[C@](C[C@@H]([C@H]1NC(C)=O)OC(C)=O)(C(=O)OC)OCCCCCCNC(=O)OC(C)(C)C